ClCC[C@@H](C(=O)OCC)N ethyl (S)-4-chloro-2-aminobutyrate